C1(=CC=CC=C1)C1=CC=C(C=C1)C1=CC=C(C=C1)C1=CC=CC=C1 (diphenyl)biphenyl